2-Chloro-5-{[(2,2-dimethylpropanoyl)amino]methyl}-N-{1-[6-(ethoxymethyl)pyridin-3-yl]-1H-indazol-4-yl}benzamide ClC1=C(C(=O)NC2=C3C=NN(C3=CC=C2)C=2C=NC(=CC2)COCC)C=C(C=C1)CNC(C(C)(C)C)=O